CC1=CC=C(C=C1)S(=O)(=O)OC1CCOCC1 Tetrahydro-2H-pyran-4-yl 4-methylbenzenesulfonate